FC(C(=O)O)(F)F.ClC1=CC=C(CN2CC(=CCC2)C2=CC(=NC=C2)C=2NC(=C(N2)C)C)C=C1 4-(1-(4-Chlorobenzyl)-1,2,5,6-tetrahydropyridin-3-yl)-2-(4,5-dimethyl-1H-imidazol-2-yl)pyridine trifluoroacetate salt